((5-isobutyl-3-(2-Methyl-4-((2-methyl-1H-imidazol-1-yl)methyl)phenyl)thiophen-2-yl)sulfonyl)butylcarbamate C(C(C)C)C1=CC(=C(S1)S(=O)(=O)CCCCNC([O-])=O)C1=C(C=C(C=C1)CN1C(=NC=C1)C)C